C1(CC1)C=1C=CC(=C(C1)NC(=O)N1C[C@](CC1)(C1=NC=NS1)C1=CC(=C(C=C1)C)F)CC(=O)N1CC(C1)O (R)-N-(5-cyclopropyl-2-(2-(3-hydroxyazetidin-1-yl)-2-oxoethyl)phenyl)-3-(3-fluoro-4-methylphenyl)-3-(1,2,4-thiadiazol-5-yl)pyrrolidine-1-carboxamide